NC=1C2=C(N=CN1)C(=NC(=C2)N2C[C@@](CC2)(C)F)C=2C(=C(C=CC2C)O)C 3-((S)-4-amino-6-((S)-3-fluoro-3-methylpyrrolidin-1-yl)pyrido[3,4-d]pyrimidin-8-yl)-2,4-dimethylphenol